N[C@H](CCSC)C(=O)O DS-Methionine